2,3-dimethoxy-5-methyl-hydroquinone COC1=C(O)C=C(C(=C1OC)O)C